2-(4-(methylsulfonyl)phenyl)thiazole CS(=O)(=O)C1=CC=C(C=C1)C=1SC=CN1